pyrimido[5',4':5,6]pyrano[2,3-d]pyrimidine-4-ol N1=CN=C(C=2CC=3C(=NC=NC3)OC21)O